N1=CNC2=C1C1=CC=CC=C1C(C2=O)=O Naphth[1,2-d]imidazole-4,5-dione